C(C)(C)(C)OC(=O)N1C[C@@](CC1)(C)OC(=O)N1CCN(CC1)C1=NC=2N(C=C1)N=CC2C=2C(=NC=CC2)OC2CC2 [(3S)-1-tert-butoxycarbonyl-3-methyl-pyrrolidin-3-yl]4-[3-[2-(cyclopropoxy)-3-pyridyl]pyrazolo[1,5-a]pyrimidin-5-yl]piperazine-1-carboxylate